Nitrophenyl-Thiourea [N+](=O)([O-])N(C(=S)N)C1=CC=CC=C1